C(C)OC(=O)C1(C(CN(CC1)CC1=CC=CC=C1)OCC1=CC=CC=C1)CC1=C(C=CC=C1)Br 1-benzyl-3-(benzyloxy)-4-(2-bromobenzyl)piperidine-4-carboxylic acid ethyl ester